C(#N)C=1C=C2C(=CC=NC2=CC1)NC1=CC=C(C(=O)NC2=CC=C(C=C2)NC2=CC=NC=C2)C=C1 4-((6-Cyanoquinolin-4-yl)amino)-N-(4-(pyridin-4-ylamino)phenyl)benzamide